1-((6-(5-(((4-cyclobutylpyrimidin-2-yl)oxy)methyl)-1-methyl-1H-1,2,3-triazol-4-yl)-2-methylpyridin-3-yl)methyl)-5,5-difluoropiperidine-3-carboxylic acid methyl ester COC(=O)C1CN(CC(C1)(F)F)CC=1C(=NC(=CC1)C=1N=NN(C1COC1=NC=CC(=N1)C1CCC1)C)C